ClC1=C(C=CC(=C1)O)NC(=O)NC1=CC=NN1C1CCCC1 1-(2-chloro-4-hydroxyphenyl)-3-(1-cyclopentyl-1H-pyrazol-5-yl)urea